Cl.C1NCC12CCC(CC2)CN2CCN(CC2)C2=CC=C1C(=NN(C1=C2F)C)C2C(NC(CC2)=O)=O 3-(6-(4-((2-azaspiro[3.5]nonan-7-yl)methyl)piperazin-1-yl)-7-fluoro-1-methyl-1H-indazol-3-yl)piperidine-2,6-dione, hydrochloride